[C@H]12C(C[C@H](C=C1)C2)C(=O)OCC2=CC(=C(C=C2)O)C=O 3-formyl-4-hydroxybenzyl (1R,4R)-bicyclo[2.2.1]hept-5-ene-2-carboxylate